NC=1SC2=C(N1)C(CCC2)=O 2-amino-6,7-dihydrobenzo[d]thiazol-4(5H)-one